N,N-Diethyl-2-phenyl-6-({[(pyridin-4-yl)methyl]carbamoyl}amino)-2H-indazole-3-carboxamide C(C)N(C(=O)C=1N(N=C2C=C(C=CC12)NC(NCC1=CC=NC=C1)=O)C1=CC=CC=C1)CC